O=C1NC(CCC1N1C(C2=C3C(C(=CC=C13)C(C=1C=NN(C1)C1(CCN(CC1)C(=O)OC(C)(C)C)C)O)=CC=C2)=O)=O tert-Butyl 4-(4-((1-(2,6-Dioxopiperidin-3-yl)-2-oxo-1,2-dihydrobenzo[cd]indol-6-yl)(hydroxy)methyl)-1H-pyrazol-1-yl)-4-methylpiperidine-1-carboxylate